C(CCC)C1(CS(C2=C(N(C1)C1=CC=CC=C1)C=C(C(=C2)OC)NC)(=O)=O)CC 3-butyl-3-ethyl-8-methoxy-7-(methylamino)-5-phenyl-2,3,4,5-tetrahydro-1,5-benzothiazepine 1,1-dioxide